4-(4-chlorobenzyl)-5-oxo-2-(4-(pyridin-2-yloxy)phenyl)-N-(tetrahydro-2H-pyran-4-yl)-4,5-dihydropyrazolo[1,5-a]pyrimidine-6-carboxamide ClC1=CC=C(CN2C=3N(C=C(C2=O)C(=O)NC2CCOCC2)N=C(C3)C3=CC=C(C=C3)OC3=NC=CC=C3)C=C1